CC=1C=CC(=NC1CN1CCCC1)NC1=CC2=C(C=N1)SC(=N2)C=2C=NN(C2)C2CCOCC2 5-Methyl-N-{2-[1-(oxan-4-yl)-1H-pyrazol-4-yl]-[1,3]thiazolo[5,4-c]pyridin-6-yl}-6-[(pyrrolidin-1-yl)methyl]pyridin-2-amine